2,3-dihydrobenzoxazole O1CNC2=C1C=CC=C2